COC1=CC=C(C=C1)NC(=O)C2=CC=C(C=C2)N 4-amino-N-(4-methoxyphenyl)benzamide